(N-(2-aminoethyl)-3-aminopropyl)(methyl)(diethoxy)Silane NCCNCCC[Si](OCC)(OCC)C